2-[2-(furan-2-yl)vinyl]triazine O1C(=CC=C1)C=CN1NC=CC=N1